(R)-N5-(3-Cyano-4-fluorophenyl)-7-methyl-N3-((R)-1,1,1-trifluoropropan-2-yl)-6,7-dihydro-[1,2,3]triazolo[1,5-a]pyrazine-3,5(4H)-dicarboxamide C(#N)C=1C=C(C=CC1F)NC(=O)N1CC=2N([C@@H](C1)C)N=NC2C(=O)N[C@@H](C(F)(F)F)C